tert-Butyl (S)-1-methyl-2-((3-(1-(4-(methylthio)phenyl)-2-oxo-1,2-dihydro-3H-imidazo[4,5-b]pyridin-3-yl)pyrrolidin-1-yl)methyl)-1H-imidazole-5-carboxylate CN1C(=NC=C1C(=O)OC(C)(C)C)CN1C[C@H](CC1)N1C(N(C=2C1=NC=CC2)C2=CC=C(C=C2)SC)=O